cis-tert-butyl-hexahydropyrrolo[3,4-c]pyrrole-2(1H)-carboxylate C(C)(C)(C)OC(=O)N1C[C@@H]2CNC[C@@H]2C1